ClC=1C=C(CNC(C(C)(C2=CC(NC(=C2)C)=O)C)=O)C=C(C1C1C(NC(CC1)=O)=O)Cl N-(3,5-dichloro-4-(2,6-dioxopiperidin-3-yl)benzyl)-2-methyl-2-(6-methyl-2-oxo-1,2-dihydropyridin-4-yl)propanamide